trans-Methyl 4-((4-(1-cyclopropyl-1H-pyrazol-4-yl)pyridin-2-yl)((trans-4-(4-methoxy-3-methylphenyl)cyclohexyl)methyl)-carbamoyl)cyclohexanecarboxylate C1(CC1)N1N=CC(=C1)C1=CC(=NC=C1)N(C(=O)[C@@H]1CC[C@H](CC1)C(=O)OC)C[C@@H]1CC[C@H](CC1)C1=CC(=C(C=C1)OC)C